CN1C2=C(C=CC1=O)N(C=C2C2=CC(=CC(=C2)OC2=CC=C(C=C2)C(F)(F)F)C)C2=NC=CN=C2C 4-methyl-3-{3-methyl-5-[4-(trifluoromethyl)phenoxy]phenyl}-1-(3-methylpyrazin-2-yl)-1H,4H,5H-pyrrolo[3,2-b]pyridin-5-one